2-(5-((4-benzylpiperazin-1-yl)methyl)-4H-1,2,4-triazol-3-yl)-1H-indole C(C1=CC=CC=C1)N1CCN(CC1)CC=1NC(=NN1)C=1NC2=CC=CC=C2C1